N[C@H](C(=O)NC=1C=CC(=C(C(=O)N[C@H](C)C2=C3C=CC=NC3=CC=C2)C1)C)CNS(=O)(=O)C 5-((S)-2-amino-3-(methylsulfonamido)propanamido)-2-methyl-N-((R)-1-(quinolin-5-yl)ethyl)benzamide